N-(5-(5-(methoxymethyl)-1,2,4-oxadiazol-3-yl)-2,3-dihydro-1H-inden-1-yl)-1,3-dimethyl-1H-pyrazole-4-carboxamide COCC1=NC(=NO1)C=1C=C2CCC(C2=CC1)NC(=O)C=1C(=NN(C1)C)C